C\C=C/CC cis-2-Penten